[6-(3-cyclopropyl-1H-1,2,4-triazol-5-yl)-2-azaspiro[3.3]heptan-2-yl]-[6-[[4-(trifluoromethyl)-1H-pyrazol-3-yl]methyl]-2-azaspiro[3.3]heptan-2-yl]methanone C1(CC1)C1=NNC(=N1)C1CC2(CN(C2)C(=O)N2CC3(C2)CC(C3)CC3=NNC=C3C(F)(F)F)C1